(4-bromobutyl)((2-((4-fluorobenzyl)oxy)naphthalen-1-yl)methyl)carbamic acid tert-butyl ester C(C)(C)(C)OC(N(CC1=C(C=CC2=CC=CC=C12)OCC1=CC=C(C=C1)F)CCCCBr)=O